2-fluoro-6-(4-isopropylpiperazin-1-yl)aniline FC1=C(N)C(=CC=C1)N1CCN(CC1)C(C)C